N-(6-amino-5-methyl-3-pyridyl)-2-[(2R,5S)-5-methyl-2-(1H-pyrazol-3-yl)-1-piperidyl]-2-oxo-acetamide NC1=C(C=C(C=N1)NC(C(=O)N1[C@H](CC[C@@H](C1)C)C1=NNC=C1)=O)C